C(C=C)OC(=O)C1CCN(CC1)S(=O)(=O)NC(=O)OCC(=O)O 2-[(4-allyloxycarbonyl-1-piperidinyl)sulfonylcarbamoyloxy]acetic acid